COC(=O)C1=CC=C(C=C1)C1NCCN(C1)CC(C)=O 2-(4-(methoxycarbonyl)phenyl)-4-(2-oxopropyl)piperazin